(3-fluorobenzyloxy)aniline nickel [Ni].FC=1C=C(CONC2=CC=CC=C2)C=CC1